BrC=1C=CC(=NC1OC)NC(=O)[C@@H](CC(C)C)NC(OC(C)(C)C)=O tert-Butyl N-[(1R)-1-[(5-bromo-6-methoxy-2-pyridyl)carbamoyl]-3-methyl-butyl]carbamate